(S)-6-methoxy-7-((4-(3-phenylisoxazolidin-2-yl)-7H-pyrrolo[2,3-d]pyrimidin-2-yl)amino)-3,4-dihydroisoquinolin-1(2H)-one COC=1C=C2CCNC(C2=CC1NC=1N=C(C2=C(N1)NC=C2)N2OCC[C@H]2C2=CC=CC=C2)=O